S1(=O)(=O)OOOO1.[K] potassium peroxy sulphate